4-((2-(trifluoromethyl)pyridin-4-yl)oxy)benzaldehyde FC(C1=NC=CC(=C1)OC1=CC=C(C=O)C=C1)(F)F